3,3-Difluoro-N-((2-(4'-fluoro-2'-(4-methyl-4H-1,2,4-triazol-3-yl)-[1,1'-biphenyl]-3-yl)-7-(trifluoromethyl)benzo[d]oxazol-5-yl)methyl)propan-1-amine FC(CCNCC=1C=C(C2=C(N=C(O2)C=2C=C(C=CC2)C2=C(C=C(C=C2)F)C2=NN=CN2C)C1)C(F)(F)F)F